ClC=1C=CC=C2C=CC=C(C12)N1CC=2N=C(N=C(C2CC1)N(C1CC(C1)S(=O)(=O)C=C)C)OC[C@H]1N(CCC1)C 7-(8-chloronaphthalen-1-yl)-N-methyl-2-(((S)-1-methylpyrrolidin-2-yl)methoxy)-N-((1r,3S)-3-(vinylsulfonyl)cyclobutyl)-5,6,7,8-tetrahydropyrido[3,4-d]pyrimidin-4-amine